6-(2-(4-fluoro-1H-pyrazol-1-yl)cyclobutyl)-4-oxo-1-(1-(6-(trifluoromethyl)pyridin-3-yl)ethyl)-4,5-dihydro-1H-pyrazolo[3,4-d]pyrimidine-3-carbonitrile FC=1C=NN(C1)C1C(CC1)C=1NC(C2=C(N1)N(N=C2C#N)C(C)C=2C=NC(=CC2)C(F)(F)F)=O